C(C)(C)(C)OC1=CC=C(C=C1)C1=CN=C2N1C=C(C=C2)C=2C=NC(=C(C2)F)OCC(F)(F)F 3-(4-(tert-butoxy)phenyl)-6-(5-fluoro-6-(2,2,2-trifluoroethoxy)pyridin-3-yl)imidazo[1,2-a]pyridine